BrC=1C(=C(OC=2C3=C(N=CN2)CN(CC3)C(=O)OC(C)(C)C)C=CC1)C(F)(F)F Tert-Butyl 4-[3-bromo-2-(trifluoromethyl)phenoxy]-5H,6H,7H,8H-pyrido[3,4-d]pyrimidine-7-carboxylate